2-(benzo[d][1,3]dioxol-5-ylthio)-7-chloro-1-methyl-5-(2-methylpyridin-3-yl)-1,5-dihydro-4H-imidazo[4,5-c]quinolin-4-one O1COC2=C1C=CC(=C2)SC=2N(C1=C(C(N(C=3C=C(C=CC13)Cl)C=1C(=NC=CC1)C)=O)N2)C